(R)-3-(5-methyl-1-(2-(2-methylpyrimidin-5-yl)ethyl)-1,2,5,6-tetrahydropyridin-3-yl)-1H-pyrrolo[2,3-b]pyridine C[C@@H]1C=C(CN(C1)CCC=1C=NC(=NC1)C)C1=CNC2=NC=CC=C21